[Na+].C(C)C1=CC=C(C=C1)S(=O)(=O)[O-] 4-ethylbenzenesulfonate sodium